(R)-4-(5-fluoro-4-(2-fluoro-4-methoxyphenyl)-2-oxopyridin-1(2H)-yl)-2-methyl-2-(methylsulfonyl)butanamido phosphate, dilithium salt [Li+].[Li+].P(=O)(ONC([C@@](CCN1C(C=C(C(=C1)F)C1=C(C=C(C=C1)OC)F)=O)(S(=O)(=O)C)C)=O)([O-])[O-]